CN([C@@H](C(C)C)C(=O)OC(C)OC(N(C)[C@]1(C(CCCC1)=O)C1=C(C=CC=C1)Cl)=O)C 1-((((s)-1-(2-chlorophenyl)-2-oxocyclohexyl)(methyl)carbamoyl)oxy)ethyl dimethyl-L-valinate